3-[3-bromo-4-(trifluoromethoxy)phenyl]azetidine 4-methylbenzenesulfonate CC1=CC=C(C=C1)S(=O)(=O)O.BrC=1C=C(C=CC1OC(F)(F)F)C1CNC1